[Ru](Cl)(Cl)Cl.[Rh].C1(=CC=CC=C1)P(C1=CC=CC=C1)C1=CC=CC=C1.C1(=CC=CC=C1)P(C1=CC=CC=C1)C1=CC=CC=C1.C1(=CC=CC=C1)P(C1=CC=CC=C1)C1=CC=CC=C1 tris(triphenylphosphine) rhodium ruthenium chloride